(3Z)-hex-3-en-1-yl acetate C(C)(=O)OCC\C=C/CC